1-((2-(3,8-diazabicyclo[3.2.1]octan-3-yl)-7-(pyrimidin-2-yl)benzo[d]oxazol-4-yl)oxy)-1,1-difluoro-2-methylpropan-2-ol C12CN(CC(CC1)N2)C=2OC1=C(N2)C(=CC=C1C1=NC=CC=N1)OC(C(C)(O)C)(F)F